C1(CC1)C1(CC1)O[C@@H]([C@@H](C(=O)N1[C@@H]([C@H]2C([C@H]2C1)(C)C)C(=O)O)NC(C(F)(F)F)=O)C (1R,2S,5S)-3-[(2S,3R)-3-(1-cyclopropylcyclopropoxy)-2-[(2,2,2-trifluoroacetyl)amino]butanoyl]-6,6-dimethyl-3-azabicyclo[3.1.0]hexane-2-carboxylic acid